(S)-4-(cyclopropylethynyl)-1-(4-methoxybenzyl)-3-methyl-7-((6-oxopyrimidin-1(6H)-yl)-methyl)-4-(trifluoromethyl)-3,4-dihydroquinazolin-2(1H)-one C1(CC1)C#C[C@@]1(N(C(N(C2=CC(=CC=C12)CN1C=NC=CC1=O)CC1=CC=C(C=C1)OC)=O)C)C(F)(F)F